1-((R)-3-cyclohexyl-2-(4-(N-(prop-2-yn-1-yl)sulfamoyl)benzamido)propanoyl)-4-(5-(2-hydroxypropan-2-yl)-1H-1,2,3-triazol-1-yl)pyrrolidine-2-carboxamide C1(CCCCC1)C[C@H](C(=O)N1C(CC(C1)N1N=NC=C1C(C)(C)O)C(=O)N)NC(C1=CC=C(C=C1)S(NCC#C)(=O)=O)=O